COC=1C=C(C=CC1OCC1=C(C=CC=C1)C(F)(F)F)C=1C=2C(NC(C1)=O)=NNC2 4-(3-methoxy-4-{[2-(trifluoromethyl)phenyl]Methoxy}phenyl)-2H,6H,7H-pyrazolo[3,4-b]Pyridin-6-one